FC(C=1C=CC(=NC1)O[C@@H]1CN(CC1)C1=C(C=CC=C1)O)(F)F (S)-2-(3-(5-(trifluoromethyl)pyridin-2-yloxy)pyrrolidin-1-yl)phenol